ClC1=NC=C(C=C1)N1N=CN=C1C1=CC=C(C=C1)F 2-chloro-5-[5-(4-fluorophenyl)-1,2,4-triazol-1-yl]pyridine